CN1N=C(C=C1)N1CC(=NC(=C1)C1=C2C(=NC=C1)NC=C2)N2[C@@H](COCC2)C (R)-1-(1-methyl-1H-pyrazol-3-yl)-3-(3-methylmorpholino)-5-(1H-pyrrolo[2,3-b]pyridin-4-yl)pyrazin